C(C)(C)(C)OC(N[C@H]1CS(C2=C(N(C1=O)CC1=CC=C(C=C1)C1=NOC(=N1)C(F)(F)F)C=C(C(=C2)F)Br)(=O)=O)=O N-[(3R)-7-bromo-8-fluoro-1,1,4-triketo-5-[4-[5-(trifluoromethyl)-1,2,4-oxadiazol-3-yl]benzyl]-2,3-dihydro-1λ6,5-benzothiazepin-3-yl]carbamic acid tert-butyl ester